COCCN(C1=CC=CC(=N1)S(=O)(=O)NC(=O)C=1C(=NC=CC1)N1C(CC(C1)C)(C)C)CCC N-[[6-[2-Methoxyethyl(propyl)amino]-2-pyridyl]sulfonyl]-2-(2,2,4-trimethylpyrrolidin-1-yl)pyridin-3-carboxamid